C(C)(C)(C)OC(=O)N1CCN(CCN(CCN(CC1)C(CCCOC=1C=C2C(=CC=NC2=CC1)C(NCC(N1[C@@H](CC(C1)(F)F)C#N)=O)=O)=O)C(=O)O)C(CCCOC=1C=C2C(=CC=NC2=CC1)C(NCC(=O)N1[C@@H](CC(C1)(F)F)C#N)=O)=O 4,10-bis(4-((4-((2-((S)-2-cyano-4,4-difluoropyrrolidin-1-yl)-2-oxoethyl)carbamoyl)quinolin-6-yl)oxy)butanoyl)-1,4,7,10-tetraazacyclododecane-1,7-dicarboxylic acid tert-butyl ester